(R)-4-Cyclopropyl-6-((1-ethylpiperidin-3-yl)amino)-3-(2-methoxy-4-(trifluoromethyl)phenyl)-1,2,4-triazin-5(4H)-one C1(CC1)N1C(=NN=C(C1=O)N[C@H]1CN(CCC1)CC)C1=C(C=C(C=C1)C(F)(F)F)OC